ClS(=O)(=O)OCC(CCOC(CC)=O)(C)C propionic acid 4-((chlorosulfonyl) oxy)-3,3-dimethylbutyl ester